4-methoxy-4-((4-(trifluoromethyl)phenyl)ethynyl)piperidine 2,2,2-trifluoroacetate FC(C(=O)O)(F)F.COC1(CCNCC1)C#CC1=CC=C(C=C1)C(F)(F)F